4-[2-[6-[4-(3-aminopropanoyl)piperazine-1-carbonyl]-2-naphthyl]ethylamino]quinoline-6-carbonitrile NCCC(=O)N1CCN(CC1)C(=O)C=1C=C2C=CC(=CC2=CC1)CCNC1=CC=NC2=CC=C(C=C12)C#N